CCCCCC(=O)/C=C/C=C\\C=C\\C=C\\[C@H]([C@H](CCCC(=O)[O-])O)O The molecule is a hydroxy fatty acid anion obtained by deprotonation of the carboxy function of 15-oxolipoxin A4; major species at pH 7.3. It is a hydroxy fatty acid anion, a polyunsaturated fatty acid anion, an oxo fatty acid anion, a long-chain fatty acid anion and an icosanoid anion. It is a conjugate base of a 15-oxolipoxin A4.